C(=C)C1=C(CC2(C3=CC=CC=C3C=3C=CC=CC23)CC2=C(C=CC=C2)C=C)C=CC=C1 9,9-bis(2-vinylbenzyl)-9H-fluorene